C(C)(C)N1N=C(N=N1)C1=CC=C(C=C1)CCN 2-(4-(2-isopropyl-2H-tetrazol-5-yl)phenyl)ethylamine